4-((2-(2-isopropylphenyl)-8-oxo-7,8-dihydro-9H-purin-9-yl)methyl)-N-(1-phenylcyclopentyl)benzamide C(C)(C)C1=C(C=CC=C1)C1=NC=C2NC(N(C2=N1)CC1=CC=C(C(=O)NC2(CCCC2)C2=CC=CC=C2)C=C1)=O